ClC1=CC(=CC=2N=C(OC21)NC(C)C2=NC(=CN=C2C2=NC=CC=N2)OC)C(F)(F)F 7-chloro-N-[1-(6-methoxy-3-pyrimidin-2-yl-pyrazin-2-yl)ethyl]-5-(trifluoromethyl)-1,3-benzoxazol-2-amine